C(C)(C)(C)[Si](C)(C)OC=1C(=C2CC[C@@](OC2=C(C1C)C)(C)CC\C=C(\CC\C=C(\CCC=C(F)F)/C)/C)C tert-butyl(((R)-2-((3E,7E)-12,12-difluoro-4,8-dimethyldodeca-3,7,11-trien-1-yl)-2,5,7,8-tetramethylchroman-6-yl)oxy)dimethylsilane